C(CCCCCCC)C=1C=C(N)C=CC1 m-Octylaniline